6-[(3R)-1-[2-[3-[(3-methoxyazetidin-1-yl)methyl]-1-bicyclo[1.1.1]pentanyl]pyrimidin-5-yl]pyrrolidin-3-yl]oxy-2,5,7-trimethyl-[1,2,4]triazolo[1,5-a]pyrimidine COC1CN(C1)CC12CC(C1)(C2)C2=NC=C(C=N2)N2C[C@@H](CC2)OC=2C(=NC=1N(C2C)N=C(N1)C)C